1,3,5-triazine-2-thione-4-thiol sodium [Na].N1C(N=C(N=C1)S)=S